2-amino-3-methyl-N-((1R)-1-(2-pyrimidinyl)ethyl)-N-((5-(trifluoromethoxy)-2-pyridinyl)methyl)-6-quinolinecarboxamide NC1=NC2=CC=C(C=C2C=C1C)C(=O)N(CC1=NC=C(C=C1)OC(F)(F)F)[C@H](C)C1=NC=CC=N1